5-(5-bromo-4-methoxy-6-methyl-pyrimidin-2-yl)-1-methyl-pyridin-2-one BrC=1C(=NC(=NC1C)C=1C=CC(N(C1)C)=O)OC